[2,2-bis(3-sulfonylpropionyloxymethyl)-3-[3-(3-sulfonylpropionyl-sulfonyl) propionyloxy] propyl] 3-sulfonylpropionate S(=O)(=O)=CCC(=O)OCC(COC(CCS(=O)(=O)C(CC=S(=O)=O)=O)=O)(COC(CC=S(=O)=O)=O)COC(CC=S(=O)=O)=O